C(#N)C1=CN=C2N1C(=CC(=C2)C=2N=NN(C2C)C2CCN(CC2)C(=O)OC(C)(C)C)O[C@H](C)C2=C(C=C(C=C2)F)F tert-Butyl 4-[4-[3-cyano-5-[(1R)-1-(2,4-difluorophenyl)ethoxy] imidazo[1,2-a]pyridin-7-yl]-5-methyl-triazol-1-yl]piperidine-1-carboxylate